ClC1=C(C=CC=C1)C=1N(C2=NC(=NC(=C2N1)N1CCN(CC1)C)C)C12CC(C1)(C2)F 8-(2-chlorophenyl)-9-{3-fluoro-bicyclo[1.1.1]pentan-1-yl}-2-methyl-6-(4-methylpiperazin-1-yl)purine